9-(2-Bromoethyl)-3,6-dibromo-2,7-dimethoxy-9H-carbazole BrCCN1C2=CC(=C(C=C2C=2C=C(C(=CC12)OC)Br)Br)OC